8-[(2S,5R)-4-[(4-fluorophenyl)(2,4,6-trifluorophenyl)methyl]-2,5-dimethylpiperazin-1-yl]-5-methyl-6-oxo-5,6-dihydro-1,5-naphthyridine-2-carbonitrile FC1=CC=C(C=C1)C(N1C[C@@H](N(C[C@H]1C)C1=CC(N(C=2C=CC(=NC12)C#N)C)=O)C)C1=C(C=C(C=C1F)F)F